C1(CC1)S(=O)(=O)NC1=CC(=NC=C1)CNC(C1=CC=C(C=C1)C1=NC(=CN=C1)OCC)=O N-((4-(cyclopropanesulphonylamino)pyridin-2-yl)methyl)-4-(6-ethoxypyrazin-2-yl)benzamide